trimethyl-(3-methylbut-1-yn-1-yl)silane C[Si](C#CC(C)C)(C)C